2-tert-butyl-4-methyl-1-hydroxybenzene C(C)(C)(C)C1=C(C=CC(=C1)C)O